5-(3-(benzyloxy)-1-fluoro-7-(1-(vinylsulfonyl)-2,5-dihydro-1H-pyrrol-3-yl)naphthalen-2-yl)-1,2,5-thiadiazolidin-3-one 1,1-dioxide C(C1=CC=CC=C1)OC=1C(=C(C2=CC(=CC=C2C1)C=1CN(CC1)S(=O)(=O)C=C)F)N1CC(NS1(=O)=O)=O